FC=1C=C(C=C(C1CN1CCOCC1)F)C=1C=CC=C2N=CC(=NC12)C=1C=NN(C1)C1CCN(CC1)C(CCCCC#CC=1C=C2C(N(C(C2=CC1)=O)C1C(NC(CC1)=O)=O)=O)=O 5-(7-(4-(4-(8-(3,5-difluoro-4-(morpholinomethyl)phenyl)quinoxalin-2-yl)-1H-pyrazol-1-yl)piperidin-1-yl)-7-oxohept-1-yn-1-yl)-2-(2,6-dioxopiperidin-3-yl)isoindoline-1,3-dione